CC1=CC=C(C=C1)C=1C2=CC=C(N2)C(=C2C=CC(C(=C3C=CC(=C(C=4C=CC1N4)C4=CC=C(C=C4)C)N3)C3=CC=C(C=C3)C)=N2)C2=CC=C(C=C2)C 5,10,15,20-tetra(4-methylphenyl)-21H,23H-porphine